5-(azidomethyl)-2-butyl-4-chloro-1H-imidazole N(=[N+]=[N-])CC1=C(N=C(N1)CCCC)Cl